Acetyl-DL-Leucin C(C)(=O)N[C@@H](CC(C)C)C(=O)O |r|